COCCNC1=C(C=CC(=N1)C(=O)OC)[N+](=O)[O-] Methyl 6-((2-methoxyethyl)amino)-5-nitropyridine-2-carboxylate